S1(NC(C2=C1C=CC=C2)=O)(=O)=O benzo[d]isothiazol-3(2H)-one 1,1-dioxide